tert-butyl 4-((6-(2-((1-carbamoylethyl)amino)-6-(methoxycarbonyl)pyridin-3-yl)-2,2-difluoro-7-azaspiro[3.5]nonan-7-yl)methyl)-5-methoxy-7-methylindole-1-carboxylate C(N)(=O)C(C)NC1=NC(=CC=C1C1CC2(CC(C2)(F)F)CCN1CC1=C2C=CN(C2=C(C=C1OC)C)C(=O)OC(C)(C)C)C(=O)OC